C(=O)O.C(#N)C=1C=C(C=CC1)C=1N=C(SC1C1=CC(=NC(=C1)C)C)NC(=O)N1CCC(CC1)CN1CCOCC1 N-[4-(3-Cyanophenyl)-5-(2,6-dimethyl-4-pyridyl)thiazol-2-yl]-4-(morpholinomethyl)piperidine-1-carboxamide formate salt